6-ethynyl-8-((1R,2R)-2-hydroxy-2-methylcyclopentyl)-2-(piperidin-4-ylamino)pyrido[2,3-d]Pyrimidine-7(8H)-one C(#C)C1=CC2=C(N=C(N=C2)NC2CCNCC2)N(C1=O)[C@H]1[C@](CCC1)(C)O